diisopropylphenylphenyl phosphate P(=O)(OC1=C(C(=C(C=C1)C(C)C)C(C)C)C1=CC=CC=C1)([O-])[O-]